4-[4-Bromo-6-(2-fluoro-6-methoxy-benzyl)-3-hydroxy-pyridin-2-yl]-4-oxo-butyric acid ethyl ester C(C)OC(CCC(=O)C1=NC(=CC(=C1O)Br)CC1=C(C=CC=C1OC)F)=O